3-hydroxybutene OC(C=C)C